N-ethyl-glycine trifluoroacetate salt FC(C(=O)O)(F)F.C(C)NCC(=O)O